C(C)(C)(C)OC(=O)N1CC2=CC=CC(=C2CC1)C1=C2C(=C(NC2=C(C=C1I)C(N)=O)C)C 5-(7-carbamoyl-5-iodo-2,3-dimethyl-1H-indol-4-yl)-3,4-dihydroisoquinoline-2(1H)-carboxylic acid tert-butyl ester